C12(CC(C1)C2)N2N=CC(=C2)N2N=CC1=CC(=C(C=C21)N2C(CN(CC2)C2(C(COC2)O)C)C)Cl 4-(4-(1-(1-(bicyclo[1.1.1]pentan-1-yl)-1H-pyrazol-4-yl)-5-chloro-1H-indazol-6-yl)-3-methylpiperazin-1-yl)-4-methyltetrahydrofuran-3-ol